O[C@H](CN1[C@@H](C[C@@H](C1)COC1=CC=C(C=C1)S(=O)(=O)C)C)C=1C=C(C#N)C=CC1 3-[(1S)-1-hydroxy-2-[(2R,4S)-4-[(4-methanesulfonylphenoxy)methyl]-2-methylpyrrolidin-1-yl]ethyl]benzonitrile